N(C1=CC=CC=C1)C1=C(NC2=C1C(N(CC2CC(F)F)C)=O)C2=CC(=NC=C2)NC(CC2=CC=C(C=C2)F)=O N-{4-[3-Anilino-7-(2,2-difluoroethyl)-5-methyl-4-oxo-4,5,6,7-tetrahydro-1H-pyrrolo[3,2-c]pyridin-2-yl]pyridin-2-yl}-2-(4-fluorophenyl)acetamid